P(=O)(ON(C)C)(ON(C)C)[O-].[Na+] sodium bis(dimethylamino) phosphate